1-(6-Fluoro-3-(4-(cyclobutylcarbonyl)piperazine-1-carbonyl)benzyl)quinazoline-2,4(1H,3H)-dione FC1=CC=C(C=C1CN1C(NC(C2=CC=CC=C12)=O)=O)C(=O)N1CCN(CC1)C(=O)C1CCC1